ClC1=C(C=C2C(=NNC2=C1)CCC(=O)O)C1=C(C=C(C=C1)C1=C(C=CC=C1)O)F 3-(6-Chloro-5-(3-fluoro-2'-hydroxy-[1,1'-biphenyl]-4-yl)-1H-indazol-3-yl)propanoic acid